2-([1,1'-biphenyl]-4-yl)-4-(4'-(4,6-diphenyl-1,3,5-triazin-2-yl)-[1,1':3',1''-terphenyl]-2-yl)-6-phenyl-1,3,5-triazine C1(=CC=C(C=C1)C1=NC(=NC(=N1)C1=C(C=CC=C1)C1=CC(=C(C=C1)C1=NC(=NC(=N1)C1=CC=CC=C1)C1=CC=CC=C1)C1=CC=CC=C1)C1=CC=CC=C1)C1=CC=CC=C1